7-(cyclopentanecarbonyl)-2,7-diazaspiro[4.4]nonane-2-carboxylic acid tert-butyl ester C(C)(C)(C)OC(=O)N1CC2(CC1)CN(CC2)C(=O)C2CCCC2